methyl 3-((tert-butyldiphenylsilyl)oxy)-4,5-dimethoxybenzoate [Si](C1=CC=CC=C1)(C1=CC=CC=C1)(C(C)(C)C)OC=1C=C(C(=O)OC)C=C(C1OC)OC